2-[4-(2-Methyl-1-phenylbenzimidazole-5-carbonyl)piperazin-1-yl]-3H-quinazolin-4-one CC1=NC2=C(N1C1=CC=CC=C1)C=CC(=C2)C(=O)N2CCN(CC2)C2=NC1=CC=CC=C1C(N2)=O